methyl N-[2-(4-{[(4-{[6-(5-chloro-2-fluorophenyl)-3-methylpyridazin-4-yl]amino}pyridin-2-yl)carbamoyl] methyl} piperazin-1-yl)ethyl]-N-methylcarbamate ClC=1C=CC(=C(C1)C1=CC(=C(N=N1)C)NC1=CC(=NC=C1)NC(=O)CN1CCN(CC1)CCN(C(OC)=O)C)F